Cetylstearyl-sulfosuccinic acid disodium salt [Na+].[Na+].C(CCCCCCCCCCCCCCC)CCCCCCCCCCCCCCCCCCC(C(=O)[O-])(CC(=O)O)S(=O)(=O)[O-]